6-bromo-4-(trifluoromethyl)pyridine-2-amine BrC1=CC(=CC(=N1)N)C(F)(F)F